2-chloro-N-((1-(3-fluorophenyl)-1H-1,2,4-triazol-5-yl)methyl)-N-methyl-6,7-dihydro-5H-cyclopenta[d]pyrimidin-4-amine ClC=1N=C(C2=C(N1)CCC2)N(C)CC2=NC=NN2C2=CC(=CC=C2)F